N1=C(C=CC=C1C(=O)OCOC(C)=O)C1=NC(=CC=C1)C1=NC(=CC=C1)C(=O)OCOC(C)=O bis(acetoxymethyl) 2,2':6',2''-terpyridyl-6,6''-dicarboxylate